benzyl ((2S,3R,4R)-1-acetyl-6-((2-((tert-butyldimethylsilyl)oxy)ethyl)carbamoyl)-2-ethyl-3-methyl-1,2,3,4-tetrahydroquinolin-4-yl)carbamate C(C)(=O)N1[C@H]([C@@H]([C@H](C2=CC(=CC=C12)C(NCCO[Si](C)(C)C(C)(C)C)=O)NC(OCC1=CC=CC=C1)=O)C)CC